(2S,4R)-1-(2-(4-amino-2-methyl-7H-pyrrolo[2,3-d]pyrimidin-7-yl)acetyl)-N-(3-chloro-2-fluorobenzyl)-4-fluoropyrrolidine-2-carboxamide NC=1C2=C(N=C(N1)C)N(C=C2)CC(=O)N2[C@@H](C[C@H](C2)F)C(=O)NCC2=C(C(=CC=C2)Cl)F